BrC1=NN(C=N1)C(C(C)(O)C)C 3-(3-bromo-1H-1,2,4-triazol-1-yl)-2-methylbutan-2-ol